C1=COC(=C1)C(=O)O alpha-furoate